2-[1-(4-cyclohexyl-phenyl)-1H-pyrazol-4-yl]-pyridine C1(CCCCC1)C1=CC=C(C=C1)N1N=CC(=C1)C1=NC=CC=C1